CCCCCCCCCC(CC\C=C/CCCCCC)=O Z-13-icosene-10-one